FC1=C(C=CC=C1)C1=CN(C2=C1C(=NC=C2)N2[C@H](CNCC2)C)C=2C=C(C#N)C=CN2 (S)-2-(3-(2-fluorophenyl)-4-(2-methylpiperazin-1-yl)-1H-pyrrolo[3,2-c]pyridin-1-yl)isonicotinonitrile